C(=O)O.CNC1=C(C=CC(=C1)C(F)(F)F)C1=NN=C(C2=CC=CC=C12)N[C@H]1CN(CCC1)C 4-[2-(methylamino)-4-(trifluoromethyl)phenyl]-N-[(3R)-1-methylpiperidin-3-yl]phthalazine-1-amine formate